C(C)(C)(C)OC(=O)N1[C@@H](CCC1=O)C1CCC(CC1)(F)F (S)-2-(4,4-difluorocyclohexyl)-5-oxopyrrolidin-1-carboxylic acid t-butyl ester